FC1=C2[C@H](C3(CCN(CC3)C3=CN=C4C(=N3)N(N=C4I)C4OCCCC4)CC2=CC=C1)NC(OC(C)(C)C)=O tert-butyl ((3S)-4-fluoro-1'-(3-iodo-1-(tetrahydro-2H-pyran-2-yl)-1H-pyrazolo[3,4-b]pyrazin-6-yl)-1,3-dihydrospiro[indene-2,4'-piperidin]-3-yl)carbamate